ethylguanosine 5'-triphosphate P(O)(=O)(OP(=O)(O)OP(=O)(O)O)OC[C@@H]1[C@H]([C@H]([C@@](O1)(N1C=NC=2C(=O)NC(N)=NC12)CC)O)O